[BH4-].[Na+].BrC1=CC(=C(C=C1)C(CO)(F)F)Cl 2-(4-BROMO-2-CHLOROPHENYL)-2,2-DIFLUOROETHANOL Sodium borohydride